O=C1NC(CCC1N1C(C2=CC=C(C=C2C1=O)N1CCC2(CC1)CCC(CC2)N2CCN(CC2)C2=C(C=C(C(=C2)OC)[N+](=O)[O-])C=2C=NN(C2)C)=O)=O 2-(2,6-dioxopiperidin-3-yl)-5-(9-(4-(5-methoxy-2-(1-methyl-1H-pyrazol-4-yl)-4-nitrophenyl)piperazin-1-yl)-3-azaspiro[5.5]undecan-3-yl)isoindoline-1,3-dione